2,4-bis{4-[(3-dimethylaminopropyl)aminomethyl]phenyl}-7-phenyl-7H-pyrrolo[2,3-d]pyrimidine oxalate C(C(=O)O)(=O)O.CN(CCCNCC1=CC=C(C=C1)C=1N=C(C2=C(N1)N(C=C2)C2=CC=CC=C2)C2=CC=C(C=C2)CNCCCN(C)C)C